C(C1=CC=CC=C1)N1CC=2C(=C(N=C(C2CC1)N1CCN(CC1)C(=O)OC(C)(C)C)OS(=O)(=O)C(F)(F)F)C#N Tert-butyl 4-(6-benzyl-4-cyano-3-(((trifluoromethyl)sulfonyl)oxy)-5,6,7,8-tetrahydro-2,6-naphthyridin-1-yl)piperazine-1-carboxylate